4-(difluoromethyl)-5-[4-morpholino-6-(3-oxa-9-azabicyclo[3.3.1]nonan-9-yl)-1,3,5-triazin-2-yl]pyridin-2-amine FC(C1=CC(=NC=C1C1=NC(=NC(=N1)N1CCOCC1)N1C2COCC1CCC2)N)F